NC1=C(C=C(C2=CC=CC=C12)S(=O)(=O)O)N=NC=1C=NC(=CC1)C=1C=C(C=CC1)C 4-amino-3-(6-m-tolylpyridin-3-ylazo)naphthalene-1-sulfonic acid